tert-Butyl 4-(5-((6-(3-chloro-5-fluorophenyl)-4-(hydroxymethyl)pyridin-2-yl)oxy)pyrimidin-2-yl)piperazine-1-carboxylate ClC=1C=C(C=C(C1)F)C1=CC(=CC(=N1)OC=1C=NC(=NC1)N1CCN(CC1)C(=O)OC(C)(C)C)CO